2-(2-imino-5-oxoimidazolidin-1-yl)acetic acid N=C1N(C(CN1)=O)CC(=O)O